CC1C(CCC(=C1)C)C=O 2,4-dimethyl-3-cyclohexenecarbaldehyde